2-methoxybenzene-1,4-diyl bis[4-({[4-(acryloyloxy)butoxy]carbonyl}oxy)-2-methyl-benzoate] C(C=C)(=O)OCCCCOC(=O)OC1=CC(=C(C(=O)OC2=C(C=C(C=C2)OC(C2=C(C=C(C=C2)OC(=O)OCCCCOC(C=C)=O)C)=O)OC)C=C1)C